FC1C(C1)C(=O)NC=1N=C2N(C=C(C=C2)C=2C=NC(=CC2C)F)C1 2-fluoro-N-(6-(6-fluoro-4-methylpyridin-3-yl)imidazo[1,2-a]pyridin-2-yl)cyclopropanecarboxamide